CC(C)(C1=CC=C(C=C1)OCC(CC=C(C(=O)[O-])C)O)C1=CC=C(C=C1)OCC(CC=C(C(=O)[O-])C)O propane-2,2-diyl-bis[4,1-phenyleneoxy(2-hydroxypropane-3,1-diyl)]bis(2-methylprop-2-enoate)